(5aR,5bS,7aS,10aS,10bR)-2-(3-fluorophenyl)-5a,7a-dimethyl-5,5a,5b,6,7,7a,8,9,10,10a,10b,11-dodecahydro-4H-cyclopenta[7,8]phenanthro[2,1-d]thiazol-8-ol FC=1C=C(C=CC1)C=1SC2=C(N1)CC[C@@]1([C@H]3CC[C@]4([C@H]([C@@H]3CC=C12)CCC4O)C)C